bicyclo[2.2.1]hept-2-ene-2-carboxylate C12C(=CC(CC1)C2)C(=O)[O-]